p-butyl-phenol C(CCC)C1=CC=C(C=C1)O